rac-(3aR,5S,6aS)-1-(7,8-dihydrofuro[3,2-e][1,3]benzothiazol-2-yl)-5-methoxyhexahydrocyclopenta[d]imidazol-2(1H)-ON N1=C(SC2=C1C1=C(C=C2)OCC1)N1C(N[C@H]2[C@@H]1C[C@H](C2)OC)=O |r|